C(CCCCCCC\C=C/CCCCCCCC)(=O)N=C=O oleic acid, isocyanate